BrC=1C=C2C(C(N(C2=CC1)C)=O)(C)C 5-bromo-1,3,3-trimethylindolin-2-one